ClC=1C=C(C=CC1)C1=CN(C=2N=CN=C(C21)N(C)CC(COC)C)COCC[Si](C)(C)C 5-(3-chlorophenyl)-N-(3-methoxy-2-methylpropyl)-N-methyl-7-((2-(trimethylsilyl)ethoxy)methyl)-7H-pyrrolo[2,3-d]pyrimidin-4-amine